NC[C@H]1CN(CCO1)S(=O)(=O)C (S)-2-aminomethyl-4-(methylsulfonyl)morpholine